4-cyclopropyl-6-methoxypyrimidine-5-carbonitrile C1(CC1)C1=NC=NC(=C1C#N)OC